(E)-3-(dimethylamino)-1-(4-methoxynaphthalen-1-yl)-2-(4-chlorophenyl)prop-2-en-1-one CN(/C=C(/C(=O)C1=CC=C(C2=CC=CC=C12)OC)\C1=CC=C(C=C1)Cl)C